C(C)(C)(C)[S@@](=O)N=C(C)C=1C=C(C=CC1)C(C(=O)OCC)(F)F ethyl (R)-2-(3-(1-((tert-butylsulfinyl) imino) ethyl) phenyl)-2,2-difluoroacetate